6-hydroxy-1,7,8-trimethyl-2-naphthoic acid OC=1C=C2C=CC(=C(C2=C(C1C)C)C)C(=O)O